C(CCC\C=C/CC)OC(CCCC(=O)O)=O (Z)-5-(oct-5-en-1-yloxy)-5-oxopentanoic acid